tert-butyl 3-[4-[bis[(2,4-dimethoxyphenyl)methyl]amino]-1-[[4-[(tert-butoxycarbonylamino)methyl]phenyl]methyl]-2-butyl-imidazo[4,5-d]pyridazin-7-yl]pyrrolidine-1-carboxylate COC1=C(C=CC(=C1)OC)CN(C1=C2C(=C(N=N1)C1CN(CC1)C(=O)OC(C)(C)C)N(C(=N2)CCCC)CC2=CC=C(C=C2)CNC(=O)OC(C)(C)C)CC2=C(C=C(C=C2)OC)OC